ClC1=C(C=C(OCC(=O)NC23C[C@@H](C(CC2)(CC3)C3=NC(=NO3)C3=CC(=C(C=C3)Cl)F)O)C=C1)F 2-(4-chloro-3-fluorophenoxy)-N-{(3S)-4-[3-(4-chloro-3-fluorophenyl)-1,2,4-oxadiazol-5-yl]-3-hydroxybicyclo[2.2.2]octane-1-yl}acetamide